(2,4-difluorophenyl)(methyl)((2-methyl-7-(5-(trifluoromethyl)-1,2,4-oxadiazol-3-yl)imidazo[1,2-a]pyridin-3-yl)imino)-λ6-sulfanone FC1=C(C=CC(=C1)F)S(=O)(=NC1=C(N=C2N1C=CC(=C2)C2=NOC(=N2)C(F)(F)F)C)C